C[Si](O[Si](C)(C)C)(C)C Hexa-methyldisiloxan